NC=1C=C(C=CC1)N1N=C(C(=C1)C=1C=C2CCNC(C2=CN1)=O)[N+](=O)[O-] 6-(1-(3-aminophenyl)-3-nitro-1H-pyrazol-4-yl)-3,4-dihydro-2,7-naphthyridin-1(2H)-one